FC(C)(F)C1=CC=CC=2NC=NC21 4-(1,1-Difluoroethyl)-1H-benzimidazole